tert-butyl (2-bromo ethyl)carbamate BrCCNC(OC(C)(C)C)=O